eicosendioic acid C(CCCCCCCCC(=O)O)CCCCCCCC=CC(=O)O